Cl.O=S1(CCC(CC1)N)=O (1,1-dioxotetrahydro-2H-thiopyran-4-yl)amine hydrochloride